OC1OC(C=C1CCC(F)(F)F)=O 2-Hydroxy-3-(3,3,3-trifluoropropyl)-2H-furan-5-one